ClC1=CC=C(C=C1)S(=O)(=O)NC12CC3(CC(CC(C1)C3)(C2)C)C 4-Chloro-N-(3,5-dimethyltricyclo[3.3.1.13,7]dec-1-yl)benzenesulfonamide